2-chloro-9-[[4-[3-(difluoromethyl)-5-methoxy-pyrazol-1-yl]phenyl]methyl]-7H-purine-8-imine ClC1=NC=C2NC(N(C2=N1)CC1=CC=C(C=C1)N1N=C(C=C1OC)C(F)F)=N